N(=[N+]=[N-])CCOC[C@@]12C[C@H](N([C@H]2C1)C(CNC(C1=CC=C(C=C1)OC1=CC=C(C=C1)F)=O)=O)C(=O)N[C@H](C)C=1SC=C(C1)C(N)=N (1S,3S,5R)-5-((2-azidoethoxy)methyl)-N-((R)-1-(4-carbamimidoylthiophen-2-yl)ethyl)-2-((4-(4-fluorophenoxy)benzoyl)glycyl)-2-azabicyclo[3.1.0]hexane-3-carboxamide